N-benzyl-6-(5-(trifluoromethyl)-1,2,4-oxadiazol-3-yl)imidazo[1,2-a]pyridine-2-carboxamide C(C1=CC=CC=C1)NC(=O)C=1N=C2N(C=C(C=C2)C2=NOC(=N2)C(F)(F)F)C1